C=1N=CN2C1C1=CC=CC=C1[C@H]2[C@@H]2[C@H](C=1C=CC=NC1CC2)O (5R,6R)-6-((R)-5H-imidazo[5,1-a]isoindol-5-yl)-5,6,7,8-tetrahydroquinolin-5-ol